(3α,5α)-3α-hydroxy-3β-methyl-pregnan-20-one O[C@]1(C[C@@H]2CC[C@H]3[C@@H]4CC[C@H](C(C)=O)[C@]4(CC[C@@H]3[C@]2(CC1)C)C)C